2-bromo-4-(1-methoxypropyl)pyridine BrC1=NC=CC(=C1)C(CC)OC